tert-butyl (S)-7-((2-methoxyethoxy) methyl)-1,4-oxazepane-4-carboxylate COCCOC[C@@H]1CCN(CCO1)C(=O)OC(C)(C)C